4-ISOPROPOXYCARBONYLPHENYLBORONIC ACID C(C)(C)OC(=O)C1=CC=C(C=C1)B(O)O